(1R,2S,4R)-2-(hydroxymethyl)-2-(methoxymethyl)-1-azabicyclo[2.1.1]hexane-3-one OC[C@]1(N2CC(C1=O)C2)COC